COC([C@H](CC1=CC=C(C=C1)OC1=CC=CC=C1)NC(=O)OC(C)(C)C)=O (S)-2-((tert-Butoxycarbonyl)amino)-3-(4-phenoxyphenyl)propanoic acid methyl ester